2-Fluoro-4-methylbenzenesulphonyl chloride FC1=C(C=CC(=C1)C)S(=O)(=O)Cl